OC(=O)C(F)(F)F.CS(=O)(=O)C[C@@H]1C[C@H](CN1)NC(=O)C=1OC(=CN1)C1=CC(=CC=C1)C(F)(F)F N-((3R,5S)-5-((methylsulfonyl)methyl)-pyrrolidin-3-yl)-5-(3-(trifluoromethyl)phenyl)oxazole-2-carboxamide TFA salt